C(#N)C=1C=NN2C1C(=CC(=C2)C=2C=NN(C2)C)C=2C=CC(=NC2)N2CCC(CC2)(C(=O)NCCC(F)(F)F)CC 1-(5-(3-cyano-6-(1-methyl-1H-pyrazol-4-yl)pyrazolo[1,5-a]pyridin-4-yl)pyridin-2-yl)-4-ethyl-N-(3,3,3-trifluoropropyl)piperidine-4-carboxamide